BrC1=C2CCN(C2=CC=C1)C(CNC1=C(C=CC(=C1)C1=NC(=NS1)CC)F)=O 1-(4-bromoindolin-1-yl)-2-((5-(3-ethyl-1,2,4-thiadiazol-5-yl)-2-fluorophenyl)amino)ethan-1-one